FC=1C=CC(=C(C1)C#CC=1C=CC=NC1)NS(=O)(=O)C1=CC=C(C2=CC=CC=C12)OC 5-{2-[5-Fluoro-2-(4-methoxynaphthalin-1-sulfonamido)phenyl]ethynyl}pyridin